1-[pyrazolo[1,5-a]pyridin-5-yl]ethan-1-ol N1=CC=C2N1C=CC(=C2)C(C)O